(S)-5-(1-(Cyclohexylmethyl)piperidin-2-yl)-3-(3-phenylpropyl)-1,2,4-oxadiazole C1(CCCCC1)CN1[C@@H](CCCC1)C1=NC(=NO1)CCCC1=CC=CC=C1